NC1=C(C=C2C(=N1)C=C(S2)C(=O)OCC)C ethyl 5-amino-6-methyl-thieno[3,2-b]pyridine-2-carboxylate